2-[5-(1-aminoethyl)-3-(methylsulfanyl)-1H-1,2,4-triazol-1-yl]-1,3-thiazole-5-carbonitrile NC(C)C1=NC(=NN1C=1SC(=CN1)C#N)SC